2-((1R,5S,6r)-3-(2-chloro-6-(trifluoromethyl)pyrimidin-4-yl)-6-fluoro-3-azabicyclo[3.1.0]hex-6-yl)acetic acid methyl ester COC(CC1([C@@H]2CN(C[C@H]12)C1=NC(=NC(=C1)C(F)(F)F)Cl)F)=O